(E)-1,3-bis(4-chlorophenyl)-1-butene ClC1=CC=C(C=C1)\C=C\C(C)C1=CC=C(C=C1)Cl